CC(C)(C)C1=CC(=CC(=C1OP2OC3=CC=CC=C3C4=CC=CC=C4O2)C5=C(C(=CC(=C5)OC)C(C)(C)C)OP6OC7=CC=CC=C7C8=CC=CC=C8O6)OC 6,6'-[(3,3'-Di-tert-butyl-5,5'-dimethoxy-1,1'-biphenyl-2,2'-diyl)bis(oxy)]bis(dibenzo[d,f][1,3,2]dioxaphosphepin)